COC(C1CCN(CC1)C1=C(C(=C(C(=O)OC)C=C1)C=O)F)OC methyl 4-[4-(dimethoxymethyl)-1-piperidyl]-3-fluoro-2-formyl-benzoate